7-(7-methoxy-2-methyl-2H-pyrazolo[4,3-b]pyridin-5-yl)-3-(piperidin-4-yl)cinnolin COC=1C=2C(N=C(C1)C1=CC=C3C=C(N=NC3=C1)C1CCNCC1)=CN(N2)C